(2R,3R,4R,5S)-1-(((1S,4S)-4-methoxycyclohexyl)methyl)-2-methylpiperidine-3,4,5-triol COC1CCC(CC1)CN1[C@@H]([C@H]([C@@H]([C@H](C1)O)O)O)C